C(#N)C=1C=CC(=NC1)N1N=CN=C1[C@H](C)NC1=C(C=NC2=C(C=C(C=C12)C(F)(F)F)C(F)(F)F)C#N 4-[[(1S)-1-[2-(5-cyano-2-pyridinyl)-1,2,4-triazol-3-yl]ethyl]amino]-6,8-bis(trifluoromethyl)quinoline-3-carbonitrile